O[C@@]1(C(N(CC1)C)=O)C1=CC(=CC=C1)C=1N=C(SC1)C1=NN(C2=NC=CC=C21)C2OCCCC2 (3R)-3-hydroxy-1-methyl-3-(3-(2-(1-(tetrahydro-2H-pyran-2-yl)-1H-pyrazolo[3,4-b]pyridin-3-yl)thiazol-4-yl)phenyl)pyrrolidin-2-one